ClC1=CC=C(C=C1)C(C)(C)C1=NOC(=N1)CC(C(=O)OC(C)(C)C)=C tert-butyl 2-((3-(2-(4-chlorophenyl)propan-2-yl)-1,2,4-oxadiazol-5-yl)methyl)acrylate